N-(1H-indol-3-yl)-6,6-dimethyl-5-oxo-4-(thiophen-3-ylmethyl)-5,6-dihydro-4H-thieno[3,2-b]pyrrole-2-carboxamide N1C=C(C2=CC=CC=C12)NC(=O)C1=CC=2N(C(C(C2S1)(C)C)=O)CC1=CSC=C1